C(C)(C)(C)NS(=O)(=O)C=1C=C(C=CC1C1=CN=C(S1)[C@@H]1CC[C@H](CC1)NC(=O)OC(C)C)NC(O[C@@H](C)C1=CC=CC=C1)=O trans-[(1S)-1-phenylethyl] N-[3-(tert-butylsulfamoyl)-4-[2-[4-(isopropoxycarbonylamino)cyclohexyl]thiazol-5-yl]phenyl]carbamate